4-(2-((9-oxo-1,3,4,9,11,11a-hexahydropyrimido[6',1':2,3]imidazo[5,1-c][1,4]oxazin-7-yl)oxy)ethyl)benzonitrile O=C1N=C(C=C2N1CC1COCCN12)OCCC1=CC=C(C#N)C=C1